2-((tetrahydro-2H-pyran-4-yl)oxy)acetic acid ethyl ester C(C)OC(COC1CCOCC1)=O